C(C=C)(=O)N1CC(C1)(C1=C(C(=CC=C1)Cl)C)NC1=CC=C2C=CN(C(C2=C1)=O)C 7-((1-acryloyl-3-(3-chloro-2-methylphenyl)azetidin-3-yl)amino)-2-methylisoquinolin-1(2H)-one